2-bromo-5-(heptyloxy)benzaldehyde BrC1=C(C=O)C=C(C=C1)OCCCCCCC